CN(CC(=O)OC)C1=CC=C2C(=N1)OC(C=C2C2=C(C=CC=C2)C)=O methyl N-methyl-N-(2-oxo-4-(o-tolyl)-2H-pyrano[2,3-b]pyridin-7-yl)glycinate